6,7-dihydro-5H-pyrrolo[1,2-a]imidazole-3-sulfonyl chloride N1=C2N(C(=C1)S(=O)(=O)Cl)CCC2